p-cymene chloride [Cl-].C1(=CC=C(C=C1)C)C(C)C